N1(C=NC=C1)C=1N=C(C2=C(N1)CCC2)C(=O)N[C@@H]2CC[C@H](CC2)C(F)(F)F 2-(imidazol-1-yl)-N-[(trans)-4-(trifluoromethyl)cyclohexyl]-5H,6H,7H-cyclopenta[d]pyrimidine-4-carboxamide